(4-(1-(5-(2-((6,7-dihydro-5H-cyclopenta[b]pyridin-6-yl)amino)pyrimidin-5-yl)-1,3,4-oxadiazol-2-yl)azetidin-3-yl)-1H-1,2,3-triazol-1-yl)methyl pivalate C(C(C)(C)C)(=O)OCN1N=NC(=C1)C1CN(C1)C=1OC(=NN1)C=1C=NC(=NC1)NC1CC=2C(=NC=CC2)C1